C(CCCCC)C1OC(CO1)C 2-hexyl-5-methyl-1,3-dioxolane